4-methoxypiperidine-3-amine COC1C(CNCC1)N